4-(9-((2-(2,6-dioxopiperidin-3-yl)-1,3-dioxoisoindolin-4-yl)thio)nonyl)piperazin O=C1NC(CCC1N1C(C2=CC=CC(=C2C1=O)SCCCCCCCCCN1CCNCC1)=O)=O